C(#N)C=1C=NN2C1C(=CC(=C2)C=2C=NN(C2)C2CCN(CC2)CC2=CC=C(C=C2)NC(C=C)=O)OC N-(4-((4-(4-(3-cyano-4-methoxypyrazolo[1,5-a]pyridin-6-yl)-1H-pyrazol-1-yl)piperidin-1-yl)methyl)phenyl)acrylamide